(1s,3s)-3-({1-[2,4-bis(trifluoromethyl)phenyl]pyrrolo[1,2-d][1,2,4]triazin-4-yl}amino)-1-methylcyclobutan-1-ol FC(C1=C(C=CC(=C1)C(F)(F)F)C=1C=2N(C(=NN1)NC1CC(C1)(O)C)C=CC2)(F)F